FC1=C(C(=O)O)C(=CC=C1C(F)(F)F)OC1=C(C(=C(C=C1)OC(F)(F)F)F)OC 2-fluoro-6-(3-fluoro-2-methoxy-4-(trifluoromethoxy)phenoxy)-3-(trifluoromethyl)benzoic acid